(4-methyl-1-((5-nitro-1-p-toluenesulfonyl-1H-pyrrolo[2,3-b]pyridin-4-yl)amino)piperidin-4-yl)methanol CC1(CCN(CC1)NC1=C2C(=NC=C1[N+](=O)[O-])N(C=C2)S(=O)(=O)C2=CC=C(C)C=C2)CO